methyl (2R,5R)-5-methyl-3-(4-methyl-1-(tetrahydro-2H-pyran-2-yl)-1H-pyrazol-5-yl)-2-((((CIS)-4-phenylcyclohexyl)oxy)methyl)pyrrolidine-1-carboxylate C[C@@H]1CC([C@@H](N1C(=O)OC)CO[C@@H]1CC[C@@H](CC1)C1=CC=CC=C1)C1=C(C=NN1C1OCCCC1)C